The molecule is a member of pyrazines, a member of guanidines and a Cypridina luciferin. It has a role as a member of oxidized luciferins. It is a conjugate base of an oxidized Cypridina luciferin(1+). CC[C@H](C)C(=O)NC1=NC=C(N=C1CCCN=C(N)N)C2=CNC3=CC=CC=C32